1-(2-hydroxyethyl)-1H-pyrrole-2-carboxylic acid ethyl ester C(C)OC(=O)C=1N(C=CC1)CCO